N(=[N+]=[N-])[C@@H]1[C@@H]([C@@H]2OC(OC[C@H]2OC1OCC1=CC=CC=C1)C1=CC=CC=C1)F (4aR,7S,8S,8aR)-7-azido-6-(benzyloxy)-8-fluoro-2-phenylhexahydro-pyrano[3,2-d][1,3]dioxine